C(C)(C)C=1C=C2N(C(=NN(C2=O)CC(=O)NC2=NC=NC=C2)C(=C)OCC)C1 2-[7-isopropyl-4-(1-ethoxyvinyl)-1-oxo-pyrrolo[1,2-d][1,2,4]triazin-2-yl]-N-pyrimidin-4-yl-acetamide